COC=1C=CC=2N(C1)C(=CN2)C2=CC=CC(=N2)N[C@H]2CNCC21CC1 (R)-N-(6-(6-methoxy-imidazo[1,2-a]pyridin-3-yl)pyridin-2-yl)-5-azaspiro[2.4]heptan-7-amine